C(#N)C1=C(CN=[N+]=[N-])C=CC=C1 2-cyanobenzylazide